NCCOC(CN1C(=NC=2C(=NC=3C=C(C=CC3C21)CC2=CC=CC=C2)N)[C@H](C)CCC)(C)C (R)-1-(2-(2-Aminoethoxy)-2-methylpropyl)-7-benzyl-2-(pentan-2-yl)-1H-imidazo[4,5-c]quinolin-4-amine